N1(CCCC2=NC=CC=C12)C1=NNC2=NC(=CN=C21)C2CCC1(CC3=CC=CC=C3C1N)CC2 4-[3-(1,2,3,4-tetrahydro-1,5-naphthyridin-1-yl)-1H-pyrazolo[3,4-b]pyrazin-6-yl]-1',3'-dihydrospiro[cyclohexane-1,2'-indene]-3'-amine